N1NC(=NC=C1)C(=O)N dihydro-1,2,4-triazine-3-carboxamide